ClC=1C=C(C=CC1)C=1C=CC=C2C(=C(N3C(C12)=NC(=N3)C)C(=O)NCC(=O)OC)O methyl (10-(3-chlorophenyl)-6-hydroxy-2-methyl-[1,2,4]triazolo[5,1-a]isoquinoline-5-carbonyl)glycinate